FC(C(C(C(F)(F)F)(F)F)([O-])C(F)(F)F)(F)F.[K+] potassium 1,1,1,3,3,4,4,4-octafluoro-2-(trifluoromethyl)butan-2-olate